4-(4-amino-5-isopropoxy-2-methylphenyl)-2,6-dicyclohexyl-3,6-dihydropyridine-1(2H)-carboxylic acid tert-butyl ester C(C)(C)(C)OC(=O)N1C(CC(=CC1C1CCCCC1)C1=C(C=C(C(=C1)OC(C)C)N)C)C1CCCCC1